CC(C)=CCC[C@@H](C)CCO |r| rac-citronellol